6-(2,5-dichloro-6-methoxybenzamido)-6-deoxy-D-glucose ClC1=C(C(=O)NC[C@H]([C@H]([C@@H]([C@H](C=O)O)O)O)O)C(=C(C=C1)Cl)OC